CCOP(=O)(O)OP(=O)(O)OP(=O)(O)OC[C@@H]1[C@H]([C@H]([C@@H](O1)N2C=CC(=NC2=O)N)O)O The molecule is an organic triphosphate formed by condensation between the gamma-phospho group of cytidine 5'-triphosphate and ethanol. It derives from an ethanol and a CTP.